methyl-1H-imidazol CN1C=NC=C1